ClC=1C(=C2C=NNC2=C(C1F)NCC(F)F)C=1N=CC=2N(C1)C=C(N2)NC(=O)[C@H]2[C@H](C2)F (1S,2S)-N-(6-(5-chloro-7-((2,2-difluoroethyl)amino)-6-fluoro-1H-indazol-4-yl)imidazo[1,2-a]pyrazin-2-yl)-2-fluorocyclopropane-1-carboxamide